1-((tert-Butoxycarbonyl)(isopropyl)amino)-4-oxo-1,4-dihydropyridine-3-carboxylic acid tert-butyl ester C(C)(C)(C)OC(=O)C1=CN(C=CC1=O)N(C(C)C)C(=O)OC(C)(C)C